BrC=1C=C(C(=NC1)OC)NCC1=C(C=C(C=C1)F)F 5-Bromo-N-(2,4-difluorobenzyl)-2-methoxypyridin-3-amine